ClC=1C=C(C=CC1OC(F)(F)F)C1=CC=C(C=C1)OCC=1N=NNC1C(=O)O 4-(((3'-chloro-4'-(trifluoromethoxy)-[1,1'-biphenyl]-4-yl)oxy)methyl)-1H-1,2,3-triazole-5-carboxylic acid